BrC=1C(=C(C=CC1)C(O)C=1OC=CC1)F (3-bromo-2-fluorophenyl)(furan-2-yl)methanol